NC1CN(CC1)C1=CC(=C(C(=O)NC=2SC=C(N2)C(C)(C#C)C2=CC=C(C=C2)F)C(=C1)F)F 4-(3-aminopyrrolidin-1-yl)-2,6-difluoro-N-(4-(2-(4-fluorophenyl)but-3-yn-2-yl)thiazol-2-yl)benzamide